[C@@H]1([C@H](O)[C@H](O)[C@@H](O)[C@@H](O1)C)O[C@@H]([C@H](C=O)O)[C@@H](O[C@@H]1[C@H](O)[C@@H](O)[C@H](O)[C@H](O1)CO)[C@@H](O)C α-L-Rhamnopyranosyl-(1→3)-[α-D-glucopyranosyl(1→4)]-L-rhamnose